C1(=CC=C(C=C1)CC1=NC=C(C=C1C(=O)O)C(=O)O)CC1=NC=C(C=C1C(=O)O)C(=O)O 1'-[1,4-phenylenebis(methylene)]Bis(3,5-dicarboxypyridine)